bis{(2-hydroxyethoxy)phenyl}diphenylmethane OCCOC1=C(C=CC=C1)C(C1=CC=CC=C1)(C1=CC=CC=C1)C1=C(C=CC=C1)OCCO